(R)-2-(3-methyl-2-oxo-1-(4-(trifluoromethyl)benzyl)indol-3-yl)acetic acid C[C@@]1(C(N(C2=CC=CC=C12)CC1=CC=C(C=C1)C(F)(F)F)=O)CC(=O)O